COC1=CC=C(C=C1)C(OC[C@@H]1[C@H]([C@H]([C@@H](O1)N1C=C2CCCOC=3C2=C1N=CN3)O[Si](C)(C)C(C)(C)C)O)(C3=CC=CC=C3)C3=CC=C(C=C3)OC 2-{5-O-[Bis(4-methoxyphenyl)(phenyl)methyl]-2-O-[tert-butyl(dimethyl)silyl]-β-D-ribofuranosyl}-2,7,8,9-tetrahydro-6-oxa-2,3,5-triazabenzo[cd]azulene